2-(3,5-Dichloro-4-((5-cyclohexyl-6-oxo-1,6-dihydropyridazin-3-yl)oxy)phenyl)-6-(fluoromethyl)-1,2,4-triazine-3,5(2H,4H)-dione ClC=1C=C(C=C(C1OC1=NNC(C(=C1)C1CCCCC1)=O)Cl)N1N=C(C(NC1=O)=O)CF